CC=1C=C2C=CC(=NC2=CC1)NC 6-methyl-2-(methylamino)quinoline